methyl 1-(isopropylamino)-4-oxo-1,4-dihydropyridine-3-carboxylate C(C)(C)NN1C=C(C(C=C1)=O)C(=O)OC